(5RS,7RS)-2-(3-chloro-4-fluorobenzyl)-7-methyl-3-oxo-2,3,5,6,7,8-hexahydro[1,2,4]triazolo[4,3-a]pyridine-5-carboxylate ClC=1C=C(CN2N=C3N([C@H](C[C@H](C3)C)C(=O)[O-])C2=O)C=CC1F |r|